FC1=C(C(=C(C(=C1F)F)F)F)[B-](C1=C(C(=C(C(=C1F)F)F)F)F)(C1=C(C(=C(C(=C1F)F)F)F)F)C1=C(C(=C(C(=C1F)F)F)F)F.C[NH+](C)C trimethylammonium tetrakis(perfluorophenyl)borate